1-phenyl-3-(3-(trifluoromethyl)phenyl)urea C1(=CC=CC=C1)NC(=O)NC1=CC(=CC=C1)C(F)(F)F